FC1=C(C=CC2=CN(N=C12)CC1=C2C=CN(C2=C(C=C1S(=O)(=O)C)C)S(=O)(=O)C1=CC=C(C)C=C1)C#N 7-fluoro-2-((7-methyl-5-(methylsulfonyl)-1-tosyl-1H-indol-4-yl)methyl)-2H-indazole-6-carbonitrile